2-amino-2-methylpropan NC(C)(C)C